{2-[(tert-Butoxycarbonyl)(methyl)amino]-1,3-thiazol-4-yl}acetic acid ethyl ester C(C)OC(CC=1N=C(SC1)N(C)C(=O)OC(C)(C)C)=O